3-bromo-7-methoxy-6,7-dihydropyrazolo[1,5-a]pyrazin-4(5H)-one BrC=1C=NN2C1C(NCC2OC)=O